Cl.C(C)(C)(C)OC([C@@H](N)CCC(=O)OC(C)(C)C)=O bis(tert-butyl)-L-glutamate hydrochloride